ClC1=C(C(=C(N)C=C1)C1=CC(=NC=C1)OC)F 4-chloro-3-fluoro-2-(2-methoxypyridin-4-yl)aniline